1-((2-(2,6-dioxopiperidin-3-yl)-1-oxoisoindolin-5-yl)methyl)-3-(4-(((1R,3R)-3-(hydroxymethyl)cyclopentyl)methoxy)phenyl)urea O=C1NC(CCC1N1C(C2=CC=C(C=C2C1)CNC(=O)NC1=CC=C(C=C1)OC[C@H]1C[C@@H](CC1)CO)=O)=O